N1=C(C=CC=C1)C=1N=CC(=NC1)NC(C1=CC=NC=C1)=O N-(5-(pyridin-2-yl)pyrazin-2-yl)isonicotinamide